C(C)(C)C1=C(NC2=CC=C(C=C12)C1CCN(CC1)C1CCOCC1)C1=CC=2N(C(=C1)C)C=NC2 7-(3-isopropyl-5-(1-(tetrahydro-2H-pyran-4-yl)piperidin-4-yl)-1H-indol-2-yl)-5-methylimidazo[1,5-a]pyridine